rac-N-((1R,2R)-2-((tert-butyldimethylsilyl)oxy)cyclohexyl)aniline [Si](C)(C)(C(C)(C)C)O[C@H]1[C@@H](CCCC1)NC1=CC=CC=C1 |r|